F[C@@H]1CNCC[C@H]1CN1CCN(CC1)C=1C=CC=C2C(=NN(C12)C)C1C(NC(CC1)=O)=O 3-(7-(4-(((3S,4S)-3-fluoropiperidin-4-yl)methyl)piperazin-1-yl)-1-methyl-1H-indazol-3-yl)piperidine-2,6-dione